[C@@H]1([C@H](O)[C@@H](O)[C@H](O)[C@H](O1)CO)OC1=C(C(/C=C/C2=CC=C(C=C2O)O)=O)C=CC(=C1)OC 2'-(beta-D-Glucopyranosyloxy)-4,6-dihydroxy-4'-methoxychalcone